C(C)(C)(C)OC(=O)N1CC2C(=CC1)CNC2 Hexahydro-5H-pyrrolo[3,4-c]pyridine-5-carboxylic acid tert-butyl ester